C(C1=CC=CC=C1)OC1CC(C1)(C)OC1=C(N)C=C(C=C1)F 2-((3-(benzyloxy)-1-methylcyclobutyl)oxy)-5-fluoroaniline